ClC=1C=C2C(=CC(=NC2=CC1)C(F)(F)F)N[C@@H]1C[C@@H](CCC1)NC(=O)C=1C=NN(C1)CCN(C)C N-[(1R,3S)-3-{[6-chloro-2-(trifluoromethyl)quinolin-4-yl]amino}cyclohexyl]-1-[2-(dimethylamino)ethyl]-1H-pyrazole-4-carboxamide